C(C1=CC=CC=C1)NCCCCN(C1=C2CN(C(C2=CC=C1)=O)C1C(NC(CC1)=O)=O)CCCCC 3-(4-((4-(benzylamino)butyl)(pentyl)amino)-1-oxoisoindolin-2-yl)piperidine-2,6-dione